N-{3-[3-(Dimethylamino)propanamido]Pyridin-4-yl}carbamic acid tert-butyl ester C(C)(C)(C)OC(NC1=C(C=NC=C1)NC(CCN(C)C)=O)=O